O[C@@H]1[C@H]([C@H](NC1)CC1=CC=C(C=C1)OC)N(C(O)=O)CC1=CC(=NC=C1)N1CCCC1.CN1N=CC(=C1)C1=CC=C2CC(NC2=C1)=O 6-(1-methyl-1H-pyrazol-4-yl)indolin-2-one (2R,3S,4S)-4-hydroxy-2-[(4-methoxyphenyl)methyl]pyrrolidin-3-yl-N-{[2-(pyrrolidin-1-yl)pyridin-4-yl]methyl}carbamate